C(C)(=O)NC1=C2C(=NC3=C1C(=C(N3CCC(=O)N(C)C)C)C)CCCCC2 3-(4-acetamido-2,3-dimethyl-6,7,8,9-tetrahydrocyclohepta[b]pyrrolo[3,2-e]pyridin-1(5H)-yl)-N,N-dimethylpropionamide